O[C@H](C(=O)O)CC=C (S)-2-hydroxy-4-pentenoic acid